CN1C(C(N(C2=CC=CC=C12)C1CCN(CC1)C1=NC=CC=N1)=O)=O 2-(4-(4-methyl-2,3-dioxo-3,4-dihydroquinoxalin-1(2H)-yl)piperidin-1-yl)pyrimidin